CC1=C(OC=2C(=CC(N(C2)C)=O)C=2C3=C(CN(C2)C)NC(=C3)C=3C(=NN(C3)C(C)C)C)C(=CC=C1)C 4-(5-(2,6-dimethylphenoxy)-1-methyl-2-oxo-1,2-dihydropyridin-4-yl)-2-(1-isopropyl-3-methyl-1H-pyrazol-4-yl)-6-methyl-1,6-dihydro-7H-pyrrolo[2,3-c]pyridin